NCC1=CC(=CC=2NC=NC21)NC2=NC1=C(C=CC=C1C=N2)OC2CCC(CC2)O 4-((2-((4-(aminomethyl)-1H-benzo[d]imidazol-6-yl)amino)quinazolin-8-yl)oxy)cyclohexan-1-ol